tert-butyl 3-bromo-2,4-dioxopiperidine-1-carboxylate BrC1C(N(CCC1=O)C(=O)OC(C)(C)C)=O